5-aminoindazole NC=1C=C2C=NNC2=CC1